C(#N)C1=C(C(=C(C(=C1)C(C)C)NC(=O)N=[S@@](=O)(N)C1=CN=C(S1)C(C)(C)O)C(C)C)F (S)-N'-((4-cyano-3-fluoro-2,6-diisopropyl-phenyl)carbamoyl)-2-(2-hydroxypropan-2-yl)thiazole-5-sulfonimidamide